NC1=C(N=C(O1)C(C)NC(OC(C)(C)C)=O)C#N tert-butyl (1-(5-amino-4-cyanooxazol-2-yl)ethyl)carbamate